N-(((2S,5R)-6-(benzyloxy)-7-oxo-1,6-diazabicyclo[3.2.1]octan-2-yl)(imino)methyl)benzamide C(C1=CC=CC=C1)ON1[C@@H]2CC[C@H](N(C1=O)C2)C(NC(C2=CC=CC=C2)=O)=N